(S)-6-((4,6-dimethyl-2-oxo-1,2-dihydropyridin-3-yl)methyl)-9-(furan-2-yl)-2,4-dimethyl-2-(trans-4-(methylamino)cyclohexyl)-7,8-dihydro-[1,3]dioxolo[4,5-g]isoquinolin-5(6H)-one CC1=C(C(NC(=C1)C)=O)CN1C(C=2C(=C3C(=C(C2CC1)C=1OC=CC1)O[C@](O3)([C@@H]3CC[C@H](CC3)NC)C)C)=O